tert-butyl 4,4-difluoro-2-[4-(2-fluorophenyl)-3-[(2-isopropylpyrimidine-5-carbonyl)amino]-2-pyridyl]pyrrolidine-1-carboxylate FC1(CC(N(C1)C(=O)OC(C)(C)C)C1=NC=CC(=C1NC(=O)C=1C=NC(=NC1)C(C)C)C1=C(C=CC=C1)F)F